FC1=CC=CC2=C1NC(=N2)C2=CC(=NN2C)NC(=O)C=2C=CC(=NC2)N2[C@@H](CCC2)C(=O)O (2S)-1-[5-[[5-(7-fluoro-1H-benzimidazol-2-yl)-1-methyl-pyrazol-3-yl]carbamoyl]-2-pyridyl]pyrrolidine-2-carboxylic acid